1-Methyl-2-propylpiperidinium cyanid [C-]#N.C[NH+]1C(CCCC1)CCC